aluminamethylethylphosphinate [AlH2]P([O-])(=O)CC